deca-9-ene-9-carboxamide CCCCCCCCC(=C)C(=O)N